tert-Butyl 3-(4-(2-aminoethyl)-2-chlorophenyl)-3,8-diazabicyclo[3.2.1]octane-8-carboxylate NCCC1=CC(=C(C=C1)N1CC2CCC(C1)N2C(=O)OC(C)(C)C)Cl